((6-(6-((4-Cyano-2-fluorobenzyl)oxy)-3-fluoropyridin-2-yl)-3-azabicyclo[3.1.0]hexan-3-yl)methyl)-1-((1-ethyl-1H-imidazol-5-yl)methyl)-4-methoxy-1H-benzo[d]imidazole-6-carboxylic acid C(#N)C1=CC(=C(COC2=CC=C(C(=N2)C2C3CN(CC23)CC2=NC3=C(N2CC2=CN=CN2CC)C=C(C=C3OC)C(=O)O)F)C=C1)F